C[NH+](C)C methyl-dimethylammonium